OC1=CC=C(C=C1)C1=N[C@H](C=2N(C3=C1C(=C(S3)C)C)C(=NN2)C)CC(=O)NC2=CC=CC=C2 2-[(6S)-4-(4-hydroxyphenyl)-2,3,9-trimethyl-6H-thieno[3,2-f][1,2,4]triazolo[4,3-a][1,4]diazepin-6-yl]-N-phenylacetamide